(R)-N-(1-(3-(difluoromethyl)-2-methylphenyl)ethyl)-6-iodo-7-methoxy-2-methyl-quinazolin-4-amine FC(C=1C(=C(C=CC1)[C@@H](C)NC1=NC(=NC2=CC(=C(C=C12)I)OC)C)C)F